[C@H]1(C[C@@H](CC1)C(=O)O)C(=O)O cis-cyclopentane-1,3-dicarboxylic acid